C(C1=CC=CC=C1)NC(N(C1=NC=C(C=C1)C=1C=NN(C1)C)[C@@H]1CC[C@H](CC1)NC1=NC=C(C(=N1)N1CC2(CC2(F)F)CC1)C#N)=O 3-benzyl-1-(trans-4-((5-cyano-4-(1,1-difluoro-5-azaspiro[2.4]hept-5-yl)pyrimidin-2-yl)amino)-cyclohexyl)-1-(5-(1-methyl-1H-pyrazol-4-yl)pyridin-2-yl)urea